2-((1S,2S)-1-(2-cyanophenyl)-1-(4-methyl-1H-pyrazol-1-yl)propan-2-yl)-5-hydroxy-N-(isoxazol-4-yl)-1-methyl-6-oxo-1,6-dihydropyrimidine-4-carboxamide C(#N)C1=C(C=CC=C1)[C@H]([C@H](C)C=1N(C(C(=C(N1)C(=O)NC=1C=NOC1)O)=O)C)N1N=CC(=C1)C